NC1=C(C=CC=C1)C1=CC(=NN1)CNC(C1=C(C=CC=C1)OC(F)F)=O N-((5-(2-aminophenyl)-1H-pyrazol-3-yl)methyl)-2-(difluoromethoxy)benzamide